thymyl-4-nitrobenzoate C1(=CC(C)=CC=C1C(C)C)OC(C1=CC=C(C=C1)[N+](=O)[O-])=O